R or S-2-bromobutanoic acid Br[C@@H](C(=O)O)CC |o1:1|